4-(2-((2R,6S)-2-(1-cyclopropyl-1H-pyrazol-4-yl)-6-methylmorpholino)-7-methyl-8-oxo-6-(trifluoromethyl)-7,8-dihydropyrimido[5,4-d]pyrimidin-4-yl)-3-fluorobenzonitrile C1(CC1)N1N=CC(=C1)[C@H]1O[C@H](CN(C1)C=1N=C(C2=C(N1)C(N(C(=N2)C(F)(F)F)C)=O)C2=C(C=C(C#N)C=C2)F)C